N-(6-(cyclopropylmethoxy)pyridazin-3-yl)propanamide C1(CC1)COC1=CC=C(N=N1)NC(CC)=O